1-(2,4-dimethoxy-pyrimidin-5-yl)-5-(propan-2-yl)-1H-pyrrole-3-carboxamide COC1=NC=C(C(=N1)OC)N1C=C(C=C1C(C)C)C(=O)N